tris(o-tolyl)phosphan C1(=C(C=CC=C1)P(C1=C(C=CC=C1)C)C1=C(C=CC=C1)C)C